Decane-7,9-dione CCCCCCC(CC(C)=O)=O